CC(C#C)(C)NC(=O)C1=NC=CC(=C1)NC(CC1=CC=C2C=NN(C2=C1)C1OCCCC1)=O N-(1,1-dimethylprop-2-ynyl)-4-[[2-(1-tetrahydropyran-2-ylindazol-6-yl)acetyl]amino]pyridine-2-carboxamide